C1(CC1)C1=NC=C(C(=O)NC2=CC(=C(C=C2)F)[C@H](C)NC=2C=NC=3C(N2)=NN(C3)CC)C=C1C (S)-6-cyclopropyl-N-(3-(1-((2-ethyl-2H-pyrazolo[3,4-b]pyrazin-6-yl)amino)ethyl)-4-fluorophenyl)-5-methylnicotinamide